FC=1C=C2NC(C(NC2=C(C1C=1C=C(C=C2C(=CNC12)C)F)F)=O)(C)C 6,8-difluoro-7-(5-fluoro-3-methyl-1H-indol-7-yl)-3,3-dimethyl-3,4-dihydroquinoxalin-2(1H)-one